CC1(C=CC2=NC=CC=C2O1)C 2,2-dimethyl-2H-pyrano[3,2-b]pyridine